6-amino-3,4-dihydroisoquinolin NC=1C=C2CCN=CC2=CC1